1-(4-bromophenyl)-2-((1-methyl-1H-tetrazol-5-yl)sulfinyl)ethan-1-one BrC1=CC=C(C=C1)C(CS(=O)C1=NN=NN1C)=O